(2,2,2-trifluoro-1-phenylethyl)benzene-1,4-diamine FC(C(C1=CC=CC=C1)C1=C(C=CC(=C1)N)N)(F)F